FC1=C(C=CC(=C1)C)CCC1CN(C1)C(=O)N1C[C@@H]2[C@@H](OCC(N2)=O)CC1 (4aR,8aS)-6-[3-[2-(2-Fluoro-4-methylphenyl)ethyl]azetidin-1-carbonyl]-4,4a,5,7,8,8a-hexahydropyrido[4,3-b][1,4]oxazin-3-on